pyrene-1-butyric acid C1(=CC=C2C=CC3=CC=CC4=CC=C1C2=C34)CCCC(=O)O